(S)-3-chloro-4-((3-hydroxy-4-methylenepyrrolidin-1-yl)sulfonyl)benzonitrile ClC=1C=C(C#N)C=CC1S(=O)(=O)N1C[C@H](C(C1)=C)O